(S)-(5-(1-methyl-1H-pyrazol-3-yl)-1,3,4-oxadiazol-2-yl)(4-(7-(trifluoromethyl)benzo[d]oxazol-2-yl)-6,7-dihydro-1H-imidazo[4,5-c]pyridin-5(4H)-yl)methanone CN1N=C(C=C1)C1=NN=C(O1)C(=O)N1[C@@H](C2=C(CC1)NC=N2)C=2OC1=C(N2)C=CC=C1C(F)(F)F